ClC=1C(=NNC1)C1=NC(=NC=C1C(F)(F)F)N[C@@H]1CC[C@H](CC1)N(C(OCC(F)F)=O)C=1C=NN(C1)CC1CC1 2,2-difluoroethyl (trans-4-((4-(4-chloro-1H-pyrazol-3-yl)-5-(trifluoromethyl)pyrimidin-2-yl)amino)cyclohexyl)(1-(cyclopropylmethyl)-1H-pyrazol-4-yl)carbamate